C(C)N(CC)CC=C(C)CCC=C(C)CCC=C(C)C N,N-diethyl-farnesyl-amine